3-(6-chloropyrimidin-4-yl)-5-(1-methylcyclopropoxy)-1-tetrahydropyran-2-yl-indazole ClC1=CC(=NC=N1)C1=NN(C2=CC=C(C=C12)OC1(CC1)C)C1OCCCC1